3,11-dimethyl-icosaan CC(CC)CCCCCCCC(CCCCCCCCC)C